(R or S)-tert-butyl 1-(3-(3-chloro-4-(dimethylcarbamoyl)phenoxy)propyl)-6-azaspiro[2.5]octane-6-carboxylate ClC=1C=C(OCCC[C@@H]2CC23CCN(CC3)C(=O)OC(C)(C)C)C=CC1C(N(C)C)=O |o1:8|